4-piperidinyl(1-pyrrolidinyl)methanone hydrochloride Cl.N1CCC(CC1)C(=O)N1CCCC1